ethyl 2-(5-(cyclopropylmethyl)-4-(3,5-difluoro-4-sulfamoylbenzyl)-3-(4-fluorophenyl)-1H-pyrazol-1-yl)thiazole-4-carboxylate C1(CC1)CC1=C(C(=NN1C=1SC=C(N1)C(=O)OCC)C1=CC=C(C=C1)F)CC1=CC(=C(C(=C1)F)S(N)(=O)=O)F